N-(6-(5-(methoxymethyl)-1,2,4-oxadiazol-3-yl)-2,3-dihydrobenzofuran-3-yl)-1-methyl-1H-pyrazole-5-carboxamide COCC1=NC(=NO1)C1=CC2=C(C(CO2)NC(=O)C2=CC=NN2C)C=C1